ClC=1C=C(C(=NC1)N1CC(N(C2(CC(C2)C(=O)N)C1=O)CC1=CC=C(C=C1)C(F)(F)F)=O)F (2s,4s)-8-(5-chloro-3-fluoro-pyridin-2-yl)-6,9-dioxo-5-(4-(trifluoromethyl)benzyl)-5,8-diazaspiro[3.5]nonane-2-carboxamide